C[SiH](C1=CC=C(C=C1)[Si](C)(C)C)C dimethyl-(4-trimethylsilylphenyl)silane